2,6,7-trimethyl-1,2,3,4-tetrahydroquinoxaline CC1NC2=CC(=C(C=C2NC1)C)C